CC1=C(C=CC(=N1)NC(=O)N1[C@H](CCC1)C(=O)NC1=CC=C(C=C1)C1=CC=C(C=C1)C(=O)O)C(C)C 4'-[(1-{[6-methyl-5-(propan-2-yl)pyridin-2-yl]carbamoyl}-D-prolyl)amino][1,1'-biphenyl]-4-carboxylic acid